(pentamethyl-cyclopentadienyl)iridium (III) CC1=C(C(=C(C1(C)[Ir+2])C)C)C